3-((2R,4S,5R)-5-((bis(4-methoxyphenyl)(phenyl)methoxy)methyl)-4-hydroxytetrahydrofuran-2-yl)-[1,2,4]triazolo[4,3-a]pyrazin-8(7H)-one COC1=CC=C(C=C1)C(OC[C@@H]1[C@H](C[C@@H](O1)C1=NN=C2N1C=CNC2=O)O)(C2=CC=CC=C2)C2=CC=C(C=C2)OC